3-[6-Chloro-5-(2-nitroethyl)pyridin-2-yl]-3-azabicyclo[3.1.0]hexane ClC1=C(C=CC(=N1)N1CC2CC2C1)CC[N+](=O)[O-]